2-(2-methoxypyrimidin-5-yl)acetaldehyde COC1=NC=C(C=N1)CC=O